C(#N)C1=C(C=C(C=C1)NC1=NC=C(C(=N1)NCC=1C(=NC=CC1)N(S(=O)(=O)C)C)C(F)(F)F)O N-{3-[({2-[(4-cyano-3-hydroxyphenyl)amino]-5-(trifluoromethyl)pyrimidin-4-yl}amino)methyl]pyridin-2-yl}-N-methylmethane-sulfonamide